COC(CC1=CC=C2C(=NN(C2=C1)C)C1C(NC(CC1)=O)=O)OC 3-(6-(2,2-dimethoxyethyl)-1-methyl-1H-indazol-3-yl)piperidine-2,6-dione